1-(2,2-difluorocyclopropyl)-N-((5-phenyl-1,3,4-thiadiazol-2-yl)methyl)-1H-1,2,3-triazole-4-carboxamide FC1(C(C1)N1N=NC(=C1)C(=O)NCC=1SC(=NN1)C1=CC=CC=C1)F